Cl.NCC1CCC(CC1)NC(OC(C)(C)C)=O tert-butyl [(1r,4r)-4-(aminomethyl)cyclohexyl]carbamate hydrochloride